(-)-butylene oxide C1CCCO1